C1(CC1)NCCC(C(=C)C)=O 5-(cyclopropylamino)-2-methylpent-1-en-3-one